((1H-1,2,4-triazol-1-yl)methyl)-N-propylbenzamidine N1(N=CN=C1)CC1=C(C(=N)NCCC)C=CC=C1